4-(2-amino-5-(4-cyanopyridin-3-yl)phenyl)piperazine-1-carboxylic acid tert-butyl ester C(C)(C)(C)OC(=O)N1CCN(CC1)C1=C(C=CC(=C1)C=1C=NC=CC1C#N)N